N1=CC=C(C=C1)C1=NN(C2=CC=C(C=C12)O)C(C1=CC=CC=C1)(C1=CC=CC=C1)C1=CC=CC=C1 3-(4-Pyridyl)-1-trityl-indazol-5-ol